C(C)(=O)O[C@H](COC1=CC=C(C=C1)S(=O)(=O)C1=CC(=C(O[C@H](C(=O)OCC(C)(C=2SC(=CC2)C(F)(F)F)C)C(C)CCl)C(=C1)Cl)Cl)CN1C=NC=C1 2-methyl-2-[5-(trifluoromethyl)-2-thienyl]propan-1-ol (S)-1-(4-((4-((S)-2-acetoxy-3-(1H-imidazol-1-yl)propoxy)phenyl)sulfonyl)-2,6-dichlorophenoxy)-3-chloropropan-2-yl-acetate